OC1=C(C(=CC(=C1)O)CCC1=CC=CC=C1)NC(C#C)=O N-(2,4-Dihydroxy-6-phenethylphenyl)propiolamide